(R)-4-((2-(dimethylamino)butyl)amino)-2-methylphthalazin-1(2H)-one CN([C@@H](CNC1=NN(C(C2=CC=CC=C12)=O)C)CC)C